C1(CCCC1)N1C(=NC2=C1SC(=C2C)C2=NC(=NC=C2F)NC2=NC=C(C=C2)C2CCN(CC2)C)C 4-(3-Cyclopentyl-2,6-dimethyl-3H-thieno[2,3-d]imidazol-5-yl)-5-fluoro-N-(5-(1-methylpiperidin-4-yl)pyridin-2-yl)pyrimidin-2-amine